butyl 3-(9-methyl-6-morpholino-2-(3-phenyl-1H-pyrazol-1-yl)-9H-purin-8-yl)pyrrolidine-1-carboxylate CN1C2=NC(=NC(=C2N=C1C1CN(CC1)C(=O)OCCCC)N1CCOCC1)N1N=C(C=C1)C1=CC=CC=C1